ONC(=O)[C@H]1[C@@H]2CC[C@H](CN1S(=O)(=O)C=1C=NC(=CC1)OC1CCC(CC1)OC)N2C(=O)OCCOC 2-methoxyethyl (1S,2R,5R)-2-(hydroxycarbamoyl)-3-((6-((4-methoxycyclohexyl)oxy)pyridin-3-yl)sulfonyl)-3,8-diazabicyclo[3.2.1]octane-8-carboxylate